C1(=CC=C(C=C1)P(C1=CC=C(C=C1)C)C=1C(=C(C2=CC=CC=C2C1)C1=CC=CC2=CC=CC=C12)P(C1=CC=C(C=C1)C)C1=CC=C(C=C1)C)C bis(di-p-tolylphosphino)-1,1'-binaphthyl